racemic-2-benzenesulfonyl-1-(4-bromophenyl)ethanol C1(=CC=CC=C1)S(=O)(=O)C[C@H](O)C1=CC=C(C=C1)Br |r|